C(C1=CC=CC=C1)[C@@H]1N=C(O[C@H]1C1=C(C=C(C=C1C(C)C)C(C)C)C(C)C)[C@H](C(C)(C)C)NC(C)=O N-((S)-1-((4S,5S)-4-benzyl-5-(2,4,6-triisopropylphenyl)-4,5-dihydrooxazol-2-yl)-2,2-dimethylpropyl)-acetamide